1-ethynyl-2-methoxybenzene C(#C)C1=C(C=CC=C1)OC